Cl[Ru](=CC1=C(C=CC=C1)OC(C)C)Cl dichloro(o-isopropyloxyphenylmethylene)ruthenium